8-chloro-5-(2-chlorophenoxy)-6-fluoro-3-(((3-fluoropyridin-2-yl)methyl)amino)-4H-benzo[e][1,2,4]thiadiazine 1,1-dioxide ClC1=CC(=C(C=2NC(=NS(C21)(=O)=O)NCC2=NC=CC=C2F)OC2=C(C=CC=C2)Cl)F